N(=[N+]=[N-])C(C)(C)C=1C=C(C=C2C(N(C(=NC12)C1CCOCC1)C)=O)C 8-(1-azido-1-methyl-ethyl)-3,6-dimethyl-2-tetrahydropyran-4-yl-quinazolin-4-one